3-(2,2,2-trifluoroethyl)-7,8-dihydro-1,6-naphthyridin FC(CC=1C=NC=2CCN=CC2C1)(F)F